diaminodiphenyl-benzophenone NC=1C(=C(C(=C(C(=O)C2=CC=CC=C2)C1)C1=CC=CC=C1)C1=CC=CC=C1)N